C(=O)(O)C(CC[C@H](N)C(=O)N)NC(N)=N 5-carboxyarginamide